benzo[d][1,3]dioxolane-5-formaldehyde O1COC2=C1C=CC(=C2)C=O